N-tert-butyl-2-(1-(tert-butyldiphenylsilyloxy)ethyl)thiazole-5-sulfonamide C(C)(C)(C)NS(=O)(=O)C1=CN=C(S1)C(C)O[Si](C1=CC=CC=C1)(C1=CC=CC=C1)C(C)(C)C